(S)-3-[6-[[4-(1-oxa-8-azaspiro[4.5]decan-8-ylmethyl)phenyl]methyl]-2-oxo-benzo[cd]indol-1-yl]piperidine-2,6-dione O1CCCC12CCN(CC2)CC2=CC=C(C=C2)CC=2C=1C3=C(C(N(C3=CC2)[C@@H]2C(NC(CC2)=O)=O)=O)C=CC1